N-(1,1-dioxido-1-benzothien-6-yl)-2-(methoxymethyl)-6-({[2-(trifluoromethyl)phenyl]carbonyl}amino)-1H-benzimidazole-4-carboxamide O=S1(C=CC2=C1C=C(C=C2)NC(=O)C2=CC(=CC=1NC(=NC12)COC)NC(=O)C1=C(C=CC=C1)C(F)(F)F)=O